C(C1=CC=CC=C1)OC(=O)[C@@H]1[C@@H](CCCC1)C(=O)N1[C@@H](C2=C(C=CC=C2CC1)O[C@@H]1CN(CC1)C(=O)OC(C)(C)C)CN1C(CCC1)=O (S)-tert-butyl 3-(((S)-2-((1R,2S)-2-((benzyloxy) carbonyl) cyclohexanecarbonyl)-1-((2-oxopyrrolidin-1-yl) methyl)-1,2,3,4-tetrahydroisoquinolin-8-yl) oxy)-pyrrolidine-1-carboxylate